2-(3-chlorophenyl)benzofuran ClC=1C=C(C=CC1)C=1OC2=C(C1)C=CC=C2